C(C1=CC=CC=C1)N(C(C#N)CCC(C)(F)F)CC1=CC=CC=C1 2-(dibenzylamino)-5,5-difluorohexanenitrile